4-octyloxyphenyl-phenyliodonium hexafluoroantimonate F[Sb-](F)(F)(F)(F)F.C(CCCCCCC)OC1=CC=C(C=C1)[I+]C1=CC=CC=C1